3-bromo-7-(methoxymethyl)-2-(trifluoromethyl)-4H-pyrido[1,2-a]pyrimidin-4-one BrC1=C(N=C2N(C1=O)C=C(C=C2)COC)C(F)(F)F